benzyl 7-(((R)-tert-butylsulfinyl) amino)-5-azaspiro[2.4]heptane-5-carboxylate C(C)(C)(C)[S@@](=O)NC1CN(CC12CC2)C(=O)OCC2=CC=CC=C2